tris(N,N-diethylaminophenyl)methane C(C)N(CC)C1=C(C=CC=C1)C(C1=C(C=CC=C1)N(CC)CC)C1=C(C=CC=C1)N(CC)CC